ClC=1C2=CN(N=C2C=CC1C1=CNC=2N=C(N(C(C21)=O)C)N2[C@H]1CNCC[C@@H]2CC1)C |r| Rac-5-(4-chloro-2-methyl-2H-indazol-5-yl)-2-[(1R,6S)-3,9-diazabicyclo[4.2.1]nonan-9-yl]-3-methyl-3H,4H,7H-pyrrolo[2,3-d]pyrimidin-4-one